(S)-6-((3,5-difluoro-4-(1-(2-fluoroethyl)cyclopropoxy)benzyl)oxy)-10,10a-dihydro-1H-oxazolo[3',4':3,4]imidazo[1,2-c]pyrimidin-8(3H)-one FC=1C=C(COC=2C=C3N(C(N2)=O)C[C@@H]2N3COC2)C=C(C1OC1(CC1)CCF)F